[(2Z,6Z)-3,7,11-trimethyldodeca-2,6,10-trienyl] dihydrogen phosphate P(=O)(OC\C=C(/CC\C=C(/CCC=C(C)C)\C)\C)(O)O